C12(CC(C1)C2)N2[C@@H](C=1NC3=CC=CC=C3C1C[C@H]2C)C2=C(C=C(C=C2F)Br)F (1R,3R)-2-(bicyclo[1.1.1]pentan-1-yl)-1-(4-bromo-2,6-difluorophenyl)-3-methyl-2,3,4,9-tetrahydro-1H-pyrido[3,4-b]indole